zirconium (IV) monoethanolate C(C)[O-].[Zr+4]